N[C@@H](CC1=CC=C(C=C1)O)C1=NOC(=N1)[C@H]1NCCC1 4-((S)-2-amino-2-(5-((S)-pyrrolidin-2-yl)-1,2,4-oxadiazol-3-yl)ethyl)phenol